1-(1H-benzo[d]imidazol-6-yl)-3-(4-benzyl-3-oxo-3,4-dihydro-2H-benzo[b][1,4]thiazin-6-yl)urea N1C=NC2=C1C=C(C=C2)NC(=O)NC2=CC1=C(SCC(N1CC1=CC=CC=C1)=O)C=C2